ClC=1C=CC(=C(C1)C1=C(C=NC(=C1)C)C(=O)NC=1SC=2C(=NC=C(N2)N2CCC(CC2)CC#N)N1)OC 4-(5-chloro-2-methoxy-phenyl)-N-[6-[4-(cyanomethyl)-1-piperidinyl]thiazolo[4,5-b]pyrazin-2-yl]-6-methyl-pyridine-3-carboxamide